C(\C=C\CCCC)B1OC(CN(CC(O1)=O)C)=O (E)-2-(hept-2-en-1-yl)-6-methyl-1,3,6,2-dioxazaborocane-4,8-dione